(S)-N-(3-(2-((1,5-dimethyl-1H-pyrazol-3-yl)amino)-5-methylpyrimidin-4-yl)-1H-indol-7-yl)-2-(3-(morpholin-4-carbonyl)pyrrolidin-1-yl)acetamide CN1N=C(C=C1C)NC1=NC=C(C(=N1)C1=CNC2=C(C=CC=C12)NC(CN1C[C@H](CC1)C(=O)N1CCOCC1)=O)C